ortho-diphenylphosphinobenzoic acid C1(=CC=CC=C1)P(C1=C(C(=O)O)C=CC=C1)C1=CC=CC=C1